CC=1N=C(SC1C)C(=O)[O-] 4,5-bisMethylthiazole-2-carboxylate